tert-butyl 4-[6-[3-[(tert-butoxycarbonylamino)methyl]-2-chloro-phenyl]-3-chloro-2-quinolyl]piperazine-1-carboxylate C(C)(C)(C)OC(=O)NCC=1C(=C(C=CC1)C=1C=C2C=C(C(=NC2=CC1)N1CCN(CC1)C(=O)OC(C)(C)C)Cl)Cl